C(C)(C)(C)OC(=O)N1CC(NCC1)C1=C(C=NC=C1)Cl 3-(3-Chloropyridin-4-yl)piperazine-1-carboxylic acid tert-butyl ester